tert-butyl (3-((2-(2-((2-(2,6-dioxopiperidin-3-yl)-1,3-dioxoisoindolin-4-yl)amino)ethoxy)ethyl)amino)-3-oxopropyl)carbamate O=C1NC(CCC1N1C(C2=CC=CC(=C2C1=O)NCCOCCNC(CCNC(OC(C)(C)C)=O)=O)=O)=O